ClC=1C(=CC(=NC1)NC(=O)[C@@H]1C[C@@H](CCC1)NC(COC)=O)C1=CC2=C(N=C3N2C(CC3)(C)C)C(=C1)F (1S,3R)-N-(5-chloro-4-(5-fluoro-1,1-dimethyl-2,3-dihydro-1H-benzo[d]pyrrolo[1,2-a]imidazol-7-yl)pyridin-2-yl)-3-(2-methoxyacetamido)cyclohexane-1-carboxamide